1-(6-chloro-3-(1-methoxycyclopropyl)pyridin-2-yl)-N,N-dimethylamine ClC1=CC=C(C(=N1)CNC)C1(CC1)OC